F[C@@H]1C[C@H](N(C1)C(=O)[C@]1(OCCCC1)C(F)(F)F)C(=O)O (2S,4R)-4-fluoro-1-((S)-2-(trifluoromethyl)tetrahydro-2H-pyran-2-carbonyl)pyrrolidine-2-carboxylic acid